FC(C=1C=C(C=C(C1)C(F)(F)F)N1C2=CC(=C(C=C2C=2C=C(C(=CC12)Br)F)F)Br)(F)F 9-(3,5-bis(trifluoromethyl)phenyl)-2,7-dibromo-3,6-difluoro-9H-carbazole